ClC1=C(C=CC(=C1)Cl)CCl 2,4-dichloro-1-(chloromethyl)benzene